6-[8-ethyl-7-fluoro-3-(methoxymethoxy)-1-naphthyl]-2-methylsulfonyl-4-(1,4-oxazepan-4-yl)-7H-pyrrolo[3,4-d]pyrimidin-5-one C(C)C=1C(=CC=C2C=C(C=C(C12)N1CC=2N=C(N=C(C2C1=O)N1CCOCCC1)S(=O)(=O)C)OCOC)F